rac-4-(4,7-dichloro-2-(1-((R)-6-fluoro-6,7-dihydro-5H-pyrrolo[1,2-c]imidazol-1-yl)-2-oxo-2-(thiazol-2-ylamino)ethyl)-2H-indazol-6-yl)phenethyl methanesulfonate CS(=O)(=O)OCCC1=CC=C(C=C1)C=1C=C(C2=CN(N=C2C1Cl)[C@@H](C(NC=1SC=CN1)=O)C1=C2N(C=N1)C[C@@H](C2)F)Cl |&1:23|